FC(C1=NN=C(O1)C=1C=CC(=NC1)CN(C(=O)C1(CN(C1)C(CC(C)C)=O)F)C1=CC=CC=C1)F N-((5-(5-(difluoromethyl)-1,3,4-oxadiazol-2-yl)pyridin-2-yl)methyl)-3-fluoro-1-(3-methylbutyryl)-N-phenylazetidine-3-carboxamide